N,N-diethylaminobutylamine C(C)NN(NCC)CCCC